[(1S,3S,4R)-5-(2H2)methylidene-2-azabicyclo[2.2.2]octan-3-yl]-{2-[2-(2,2,2-trifluoroethyl)-5-(trifluoromethyl)thieno[2,3-b]pyridin-4-yl]-2,7-diazaspiro[3.5]nonan-7-yl}methanone C(=C1[C@@H]2[C@H](N[C@H](C1)CC2)C(=O)N2CCC1(CN(C1)C1=C3C(=NC=C1C(F)(F)F)SC(=C3)CC(F)(F)F)CC2)([2H])[2H]